[C@H]12CN(CC[C@@H]2NC1)C1=NC=CC(=N1)NC=1C=C2C=NNC2=CC1 N-(2-((1R,6S)-3,7-diazabicyclo[4.2.0]octan-3-yl)pyrimidin-4-yl)-1H-indazol-5-amine